N-((R)-((S)-7-(1-methyl-1H-pyrazol-4-yl)-2,3-dihydro-1H-pyrido[2,3-b][1,4]oxazin-3-yl)(phenyl)methyl)-2-(pyridin-4-yl)ethanamine CN1N=CC(=C1)C1=CC2=C(O[C@@H](CN2)[C@H](NCCC2=CC=NC=C2)C2=CC=CC=C2)N=C1